(S)-2-((6-((4-cyanobenzofuran-7-yl)methoxy)-3',6'-dihydro-[2,4'-Bipyridyl]-1'(2'H)-yl)methyl)-3-(oxetan-2-ylmethyl)-3H-imidazo[4,5-b]pyridine C(#N)C1=CC=C(C2=C1C=CO2)COC2=CC=CC(=N2)C=2CCN(CC2)CC2=NC=1C(=NC=CC1)N2C[C@H]2OCC2